[Ce].[Al].[Cr].[Si] silicon-chromium-aluminum-cerium